N2-cyclopropyl-N4-(2-(trifluoromethyl)benzyl)pyrido[2,3-d]pyrimidine-2,4-diamine methanesulfonate CS(=O)(=O)O.C1(CC1)NC=1N=C(C2=C(N1)N=CC=C2)NCC2=C(C=CC=C2)C(F)(F)F